C(C)(C)(C)OC(N(S(=O)(=O)C1=C(C=C(C=C1)C=1N=NN(N1)C(C)C1=CC=C(C=C1)F)OC)CC(=O)N)=O (2-amino-2-oxoethyl)((4-(2-(1-(4-fluorophenyl)ethyl)-2H-tetrazol-5-yl)-2-methoxyphenyl)sulfonyl)carbamic acid tert-butyl ester